C(C)OC(=O)C=1C=NN(C1)CC1CC1 1-(cyclopropylmethyl)-1H-pyrazole-4-carboxylic acid ethyl ester